Natrium (S)-3-(6-Methoxy-2',6'-dimethylbiphenyl-3-yl)-3-(3-(1-methyl-4-oxido-2-oxo-1,2-dihydropyridin-3-yl)ureido)propanoat COC1=CC=C(C=C1C1=C(C=CC=C1C)C)[C@H](CC(=O)[O-])NC(=O)NC=1C(N(C=CC1[O-])C)=O.[Na+].[Na+]